(S)-5-(Azetidin-2-ylmethoxy)-2-methyl-N-(1-(7-(pyrrolidin-1-yl)quinolin-5-yl)cyclopropyl)benzamide N1[C@@H](CC1)COC=1C=CC(=C(C(=O)NC2(CC2)C2=C3C=CC=NC3=CC(=C2)N2CCCC2)C1)C